(R)-HEX-5-EN-3-AMINE CC[C@H](CC=C)N